Cl.FC=1C=C(C=C(C1)C=1C=NN(C1)C=1C=NC(=CC1)F)CN (3-Fluoro-5-(1-(6-fluoropyridin-3-yl)-1H-pyrazol-4-yl)phenyl)methylamine, hydrochloride